C(#N)\N=C(/NC1CCCCC1)\C1=CN=C2N1N=C(C=C2)N2[C@H](C[C@@H](C2)F)C2=C(C=CC(=C2)F)SC (Z)-N'-cyano-N-cyclohexyl-6-[(2r,4s)-4-fluoro-2-[5-fluoro-2-(methylthio)phenyl]pyrrolidin-1-yl]imidazo[1,2-b]pyridazin-3-carboxamidine